tert-butyl N-(3-[4-[(R)-[4,5-dichloro-2-(prop-2-en-1-yloxy)phenyl]([[(S)-2-methylpropane-2-sulfinyl]amino])methyl]piperidin-1-yl]-2-hydroxy-3-oxopropyl)carbamate ClC1=CC(=C(C=C1Cl)[C@@H](C1CCN(CC1)C(C(CNC(OC(C)(C)C)=O)O)=O)N[S@@](=O)C(C)(C)C)OCC=C